(S)-2-((4-(3-(4-Chloro-2-fluorophenyl)-2,3-dihydrobenzo[b][1,4]dioxin-5-yl)piperidine-1-yl)methyl)-3-((1-(fluoromethyl)cyclopropyl)methyl)-3H-imidazo[4,5-b]pyridine-5-carboxylate ClC1=CC(=C(C=C1)[C@@H]1OC2=C(OC1)C=CC=C2C2CCN(CC2)CC2=NC=1C(=NC(=CC1)C(=O)[O-])N2CC2(CC2)CF)F